FC1(CCN(CC1)C1=CC=CC(=N1)C=1OC(=NN1)C1=C(C=C(C=C1)I)N1CCC2(CC2)CC1)F 2-(6-(4,4-difluoropiperidin-1-yl)pyridin-2-yl)-5-(4-iodo-2-(6-azaspiro[2.5]octan-6-yl)phenyl)-1,3,4-oxadiazole